tri(methylphenyl)phosphorus CC1=C(C=CC=C1)P(C1=C(C=CC=C1)C)C1=C(C=CC=C1)C